C1(CC(C(CC1)C(C)C)CC(C)=O)C menthylacetone